2-allylthio-1-(4-methylsulfonylphenyl)ethan-1-one potassium phosphate P(=O)([O-])([O-])[O-].[K+].C(C=C)SCC(=O)C1=CC=C(C=C1)S(=O)(=O)C.[K+].[K+]